(E)-2-[5-(3,4-dichlorophenyl)-1-methyl-3-pyrazolylcarbonylamino]-5,5-dimethyl-3-hexenoic acid ClC=1C=C(C=CC1Cl)C1=CC(=NN1C)C(=O)NC(C(=O)O)\C=C\C(C)(C)C